C1(CC1)C1=CC(=C(C=C1)NC1=CC(=NC=C1C(=O)NOCC)NC1=NC(=NC(=C1)C)C)N(S(=O)(=O)C)C 4-((4-cyclopropyl-2-(N-methyl-methanesulfonamido)phenyl)amino)-6-((2,6-dimethyl-pyrimidin-4-yl)amino)-N-ethoxynicotinamide